pentyl 2-hydroxybenzoate (amyl salicylate) C(CCCC)OC=1C(C(=O)O)=CC=CC1.OC1=C(C(=O)OCCCCC)C=CC=C1